4-((tert-Butoxycarbonyl)amino)benzoic acid C(C)(C)(C)OC(=O)NC1=CC=C(C(=O)O)C=C1